2-naphthalenamide hydrochloride Cl.C1=C(C=CC2=CC=CC=C12)C(=O)N